3-(6-(pyrrolidin-1-yl)pyridazin-3-yl)aniline N1(CCCC1)C1=CC=C(N=N1)C=1C=C(N)C=CC1